Tert-butyl (((2S,3S,4S)-5-chloro-4-(2,3-difluoro-6-(2-hydroxyethoxy)phenyl)-6-fluoro-3-methyl-2-phenyl-2,3-dihydrobenzofuran-2-yl)methyl)carbamate ClC=1C(=CC2=C([C@@H]([C@](O2)(C2=CC=CC=C2)CNC(OC(C)(C)C)=O)C)C1C1=C(C(=CC=C1OCCO)F)F)F